9H-carbazole-5,6,7,8-d4 C1=CC=CC=2C3=C(C(=C(C(=C3NC12)[2H])[2H])[2H])[2H]